(R)-1-(2-(pyrimidin-4-yl)nicotinoyl)-4-(1-(4-(trifluoromethyl)phenyl)ethyl)piperidine-4-carbonitrile N1=CN=C(C=C1)C1=C(C(=O)N2CCC(CC2)(C#N)[C@H](C)C2=CC=C(C=C2)C(F)(F)F)C=CC=N1